triDecyl borate B(OCCCCCCCCCCCCC)([O-])[O-]